CN1N=CC=C1C(=O)NC1=CC=C2C(=N1)NC(=C2)C2=C(C=CC=C2)C 1-methyl-N-(2-(o-tolyl)-1H-pyrrolo[2,3-b]pyridin-6-yl)-1H-pyrazole-5-carboxamide